COC(=O)[C@H]1NCC[C@@H]1OC (2s,3s)-3-methoxypyrrolidine-2-carboxylic acid methyl ester